O(C(C)(C)C)C(C(=O)O)(CC=O)CC1=C(C(=CC=C1)F)F tert-butoxyl-2-(2,3-difluorobenzyl)-4-oxobutanoic acid